ClC=1C=C(C=CC1)NC(NCCCCCC(=O)O)=O 6-(3-chlorophenylureido)hexanoic acid